BrC1=C(C(=CC=C1)F)N1CCC(CC1)N1C(N(C=2C([C@@H]1C)=CN(N2)C)CC2=C(C=CC=C2)C2CC2)=O |o1:19| (S)- or (R)-5-[1-(2-Bromo-6-fluorophenyl)-piperidin-4-yl]-7-(2-cyclopropyl-benzyl)-2,4-dimethyl-2,4,5,7-tetrahydro-pyrazolo[3,4-d]pyrimidin-6-one